2-((2-ethyl-6-fluoro-5-(2-(3-hydroxyazetidine-1-carbonyl)-2,7-diazaspiro[3.5]nonan-7-yl)pyrazolo[1,5-a]pyridin-3-yl)(methyl)amino)-4-(4-fluorophenyl)thiazole-5-carbonitrile C(C)C1=NN2C(C=C(C(=C2)F)N2CCC3(CN(C3)C(=O)N3CC(C3)O)CC2)=C1N(C=1SC(=C(N1)C1=CC=C(C=C1)F)C#N)C